2,3-dimethyl-6-[(2R)-2-(1-methyl-1H-pyrazol-4-yl)morpholin-4-yl]-8-(3,4,5-trifluorophenyl)-3H,4H-pyrimido[5,4-d][1,3]diazin-4-one CC=1N(C(C2=C(N1)C(=NC(=N2)N2C[C@H](OCC2)C=2C=NN(C2)C)C2=CC(=C(C(=C2)F)F)F)=O)C